C(C1=CC=CC=C1)N[C@H](CO)C(C)C (S)-2-(benzylamino)-3-methylbutan-1-ol